2-(6-phenyl-8-(1-(pyridin-3-ylmethyl)-1H-pyrazol-4-yl)imidazo[1,2-a]pyridin-2-yl)acetic acid C1(=CC=CC=C1)C=1C=C(C=2N(C1)C=C(N2)CC(=O)O)C=2C=NN(C2)CC=2C=NC=CC2